CC=1C=C(C=CC1C)Cl 3,4-dimethyl-chlorobenzene